COC1=CC2=C([C@H]3C=4C=C(C(=CC4CN[C@@H]3CC2)O)C)C=C1OC (6aR,12bS)-10,11-dimethoxy-2-methyl-5,6,6a,7,8,12b-hexahydrobenzo[a]phenanthridin-3-ol